FC(OC=1C=C(C=CC1O)C=1N=C2N(C(C1)=O)C=C(C=C2)N2C[C@@H](NCC2)C)F 2-[3-(Difluoromethoxy)-4-hydroxyphenyl]-7-[(3S)-3-methylpiperazin-1-yl]-4H-pyrido[1,2-a]pyrimidin-4-one